ClC1=C(OCCSCC2=NNC(O2)=O)C=CC(=C1)Cl 5-[(2,4-Dichlorophenoxyethylthio)methyl]-1,3,4-oxadiazol-2(3H)-one